(4-toluenesulfonyl)-1,2-diphenylethylenediamine CC1=CC=C(C=C1)S(=O)(=O)NC(C(N)C1=CC=CC=C1)C1=CC=CC=C1